tert-butyl ((R)-1-(((S)-3-(4-chloro-2-fluorophenoxy)-1-(4,4,5,5-tetramethyl-1,3,2-dioxaborolan-2-yl)propyl)amino)-3-methoxy-1-oxopropan-2-yl)carbamate ClC1=CC(=C(OCC[C@H](B2OC(C(O2)(C)C)(C)C)NC([C@@H](COC)NC(OC(C)(C)C)=O)=O)C=C1)F